C(C)(C)NC1=NC=CC=C1C=1C=NN2C1N=C(C=C2)N2CCNCC2 N-isopropyl-3-(5-piperazin-1-ylpyrazolo[1,5-a]pyrimidin-3-yl)pyridin-2-amine